(Z)-5-bromo-3-(1-cyano-2-(5-cyano-2-methoxyphenyl)vinyl)-1H-indole-1-carboxylic acid tert-butyl ester C(C)(C)(C)OC(=O)N1C=C(C2=CC(=CC=C12)Br)/C(=C/C1=C(C=CC(=C1)C#N)OC)/C#N